8,9-difluoro-6-methyl-1,2-dihydro-4H-pyrrolo[3,2,1-ij]quinolin-4-one FC=1C=C2C(=CC(N3C2=C(C1F)CC3)=O)C